C(C)(C)N1CCN(CC1)C=1C=CC(=NC1)NC1=NC=C(C(=N1)N1OCCC1C1=CC=CC=C1)C(F)(F)F N-(5-(4-isopropylpiperazin-1-yl)pyridin-2-yl)-4-(3-phenylisoxazolidin-2-yl)-5-(trifluoromethyl)pyrimidin-2-amine